OC1=C(C(=O)C2=CC=CC=C2)C=C(C(=C1)OC)S(=O)(=O)O 2-hydroxy-4-methoxy-5-sulfobenzophenone